C1(=CC=C(C=C1)C(CS(=O)(=O)C1=CC=C(C)C=C1)=O)C 1-(p-tolyl)-2-tosylethan-1-one